C(C)N1CCC(CC1)N1N=C2C(=C1)C=C(S2)C2=CC1=CN(N=C1C(=C2)F)C 5-[2-(1-ethylpiperidin-4-yl)thieno[2,3-c]pyrazol-5-yl]-7-fluoro-2-methylindazole